CN1CC(CCCC1)C1=CC=C(C(=O)NC2=CC(=C(C=C2)C)NC2=NC=CC(=N2)C=2C=NC=C(C2)C2=NN(C=C2)C)C=C1 4-(1-Methyl-azepan-3-yl)-N-(4-methyl-3-{4-[5-(1-methyl-1H-pyrazol-3-yl)-pyridin-3-yl]-pyrimidin-2-yl-amino}-phenyl)-benzamide